OC(C)C=1NC=CN1 1-hydroxyethylimidazole